8-(1-((3,5-difluorophenyl)amino)ethyl)-N-methyl-2-morpholino-4-oxo-4H-chromene-6-sulfonamide FC=1C=C(C=C(C1)F)NC(C)C=1C=C(C=C2C(C=C(OC12)N1CCOCC1)=O)S(=O)(=O)NC